4-(methylthio)-6-((2-oxo-2-(piperidin-1-yl)ethyl)thio)-2-(pyridin-4-yl)pyrimidine CSC1=NC(=NC(=C1)SCC(N1CCCCC1)=O)C1=CC=NC=C1